C1(=CC=CC=C1)N(C(=O)C1CCCCC1)C1=CC=CC=C1 N,N-diphenylcyclohexanamide